O1CCC(CC1)CC (tetrahydro-2H-pyran-4-yl)ethan